C[C@H]1C[C@@H]2[C@H](CC[C@]3([C@H]2CC[C@@]3(C(=O)C)OC(=O)C)C)[C@@]4(C1=CC(=O)CC4)C The molecule is an acetate ester resulting from the formal condensation of the 17alpha-hydroxy group of medroxyprogesterone with the carboxy group of acetic acid. A widely used progestin in menopausal hormone therapy and in progestogen-only birth control. It has a role as a progestin, an androgen, a female contraceptive drug, a synthetic oral contraceptive, an adjuvant, an inhibitor, an antioxidant and an antineoplastic agent. It is a steroid ester, an acetate ester, a 20-oxo steroid, a 3-oxo-Delta(4) steroid and a corticosteroid. It derives from a medroxyprogesterone.